tert-butyl (4-(2-(4-(6-chloropyridazin-3-yl)piperazin-1-yl)-2-oxoethyl)phenyl)carbamate ClC1=CC=C(N=N1)N1CCN(CC1)C(CC1=CC=C(C=C1)NC(OC(C)(C)C)=O)=O